C(\C=C\CCCCCCCCCC)O (E)-2-tridecen-1-ol